(E)-1-(4-(4-(benzo[d]oxazol-2-yl-thioxo)butoxy)phenyl)-3-(3-methoxyphenyl)-2-propen-1-one O1C(=NC2=C1C=CC=C2)S=CCCCOC2=CC=C(C=C2)C(\C=C\C2=CC(=CC=C2)OC)=O